C(C)(=O)OCCCCCCCCCC=CCCO 13-hydroxy-10-tridecenyl acetate